C(C1=CC=CC=C1)OC=1C(=C(C=C(C1OCC1=CC=CC=C1)OC)C1=NC2=C(N1C1(COC1)C)C=C(C=C2)CNC)F ({2-[3,4-bis(benzyloxy)-2-fluoro-5-methoxyphenyl]-1-(3-methyloxetan-3-yl)-1H-1,3-benzodiazol-6-yl}methyl)(methyl)amine